6-[(S)-(1-(amino(cyclopropyl)methyl)cyclopropyl)]-2-chloro-N-[(furan-2-yl)methyl]-7-methylthieno[3,2-d]pyrimidin-4-amine formate C(=O)O.N[C@H](C1(CC1)C1=C(C=2N=C(N=C(C2S1)NCC=1OC=CC1)Cl)C)C1CC1